5-(4-cyclopropyl-1H-imidazol-1-yl)-2-fluoro-4-methyl-N-(6-(5,6,7,8-tetrahydro-[1,2,4]triazolo[4,3-a]pyridin-3-yl)pyridin-2-yl)benzamide C1(CC1)C=1N=CN(C1)C=1C(=CC(=C(C(=O)NC2=NC(=CC=C2)C2=NN=C3N2CCCC3)C1)F)C